OC1=C(OC2=C(C(=CC(=C2C1=O)O)O)OC1OC(C(C(C1O)O)O)C)C1=CC=C(C=C1)O 3,5,7-Trihydroxy-2-(4-hydroxyphenyl)-8-(3,4,5-trihydroxy-6-methyloxan-2-yl)oxychromen-4-one